NC1=C(C(=NN1C(C(F)(F)F)C)C1=C2C=NNC2=C(C=C1)CNC(C1=C(N=CC=C1)OC)=O)C(N)=O N-((4-(5-amino-4-carbamoyl-1-(1,1,1-trifluoropropan-2-yl)-1H-pyrazol-3-yl)-1H-indazol-7-yl)methyl)-2-methoxynicotinamide